5-methoxy-3-((4-methoxy-3-(piperazin-1-yl)phenyl)sulfonyl)-1H-indole COC=1C=C2C(=CNC2=CC1)S(=O)(=O)C1=CC(=C(C=C1)OC)N1CCNCC1